O[C@@H]1[C@H](COC[C@@H]1O)N(S(=O)(=O)C1=CC=C(C=C1)[N+](=O)[O-])C N-((3S,4R,5S)-4,5-dihydroxytetrahydro-2H-pyran-3-yl)-N-methyl-4-nitrobenzenesulfonamide